C1=CC(=CC=C1N)N=NC2=CC=C(C=C2)S(=O)(=O)O 4'-aminoazobenzene-4-sulfonic acid